2-(6-(((1S,3S)-3-((5-(1-hydroxycyclopropyl)-1,2,4-oxadiazol-3-yl)amino)cyclopentyl)amino)pyridin-3-yl)pyridazin-3(2H)-one OC1(CC1)C1=NC(=NO1)N[C@@H]1C[C@H](CC1)NC1=CC=C(C=N1)N1N=CC=CC1=O